C(=O)O[C@H]1C[C@H](CC1)C1=CC(=NN1)NC1=NC(=CN=C1)OC1CCN(CC1)C (1R,3S)-3-(3-((6-((1-methylpiperidin-4-yl)oxy)pyrazin-2-yl)amino)-1H-pyrazol-5-yl)cyclopentyl formate